((3R,6R)-1-(2-fluoro-2-methylpropyl)-6-(trifluoromethyl)piperidin-3-yl)-8-azabicyclo[3.2.1]octane-3-carboxamide FC(CN1C[C@@H](CC[C@@H]1C(F)(F)F)C12CC(CC(CC1)N2)C(=O)N)(C)C